FC1(CCN(CC1)C(NC1=CC=C(C=C1)C(F)(F)F)=S)C1=NC=CC=C1C 4-Fluoro-4-(3-methylpyridin-2-yl)-N-[4-trifluoromethylphenyl]piperidin-1-carbothioamid